2,6-dibromo-3,5-difluorobenzyl (1R)-trans-3-(1-propenyl)-2,2-dimethylcyclopropanecarboxylate C(=CC)[C@H]1C([C@@H]1C(=O)OCC1=C(C(=CC(=C1Br)F)F)Br)(C)C